C(C)(=O)C1=CC=C(C=C1)N1C(NC(C1=O)(C)C)=O 3-(4-acetylphenyl)-5,5-dimethylimidazolidine-2,4-dione